ClC1=NC=C(C(=C1)N1CCC(CC1)(C)CO)C#CC=1C=NN(C1)CC1COCCC1 (1-(2-chloro-5-((1-((tetrahydro-2H-pyran-3-yl)methyl)-1H-pyrazol-4-yl)ethynyl)pyridin-4-yl)-4-methylpiperidin-4-yl)methanol